CC(C=O)CCCCCCCCCC 2-Methyl-dodecanal